C(C)OC(=O)C1C(CN(CC1)C1=CC=CC=C1)=O 3-Oxo-1-phenylpiperidine-4-carboxylic acid ethyl ester